2-chloro-1-[4-[5-(trifluoromethyl)pyrimidin-2-yl]piperazin-1-yl]ethanone ClCC(=O)N1CCN(CC1)C1=NC=C(C=N1)C(F)(F)F